(2R,3R)-3-(3-(4-chloro-2-fluorophenyl)isoxazol-5-yl)-2-(2,4-difluorophenyl)-1-(1H-tetrazol-1-yl)butane-2-ol ClC1=CC(=C(C=C1)C1=NOC(=C1)[C@@H]([C@@](CN1N=NN=C1)(O)C1=C(C=C(C=C1)F)F)C)F